C[C@H]1CN(CCN1C)C1=C(C=C(C(=C1)F)C1=CC(=CC=C1)CN1CCOCC1)NC(=O)C1=CNC(C=C1C(F)(F)F)=O (S)-N-(4-(3,4-dimethylpiperazin-1-yl)-6-fluoro-3'-(morpholinomethyl)-[1,1'-biphenyl]-3-yl)-6-oxo-4-(trifluoromethyl)-1,6-dihydropyridine-3-carboxamide